(S)-5-amino-N,1-dimethyl-N-(6-(trifluoromethyl)-2,3-dihydrobenzofuran-3-yl)imidazo[1,5-c]quinazoline-9-carboxamide NC1=NC=2C=CC(=CC2C=2N1C=NC2C)C(=O)N([C@@H]2COC1=C2C=CC(=C1)C(F)(F)F)C